di-ethyl-phosphoryl chloride C(C)P(=O)(CC)Cl